4-acetoxyphenyldibenzylmethylsulfonium C(C)(=O)OC1=CC=C(C=C1)C[S+](CC1=CC=CC=C1)CC1=CC=CC=C1